C1(CCCCC1)NC(OCC)=NC1CCCCC1 1,3-dicyclohexyl-2-ethyl-isourea